N-[1-(S)-ethoxycarbonyl-3-oxophenylpropyl]-L-alanine C(C)OC(=O)[C@]1(CC(CC=C1)=O)CCCN[C@@H](C)C(=O)O